2-Amino-4-(6-chloro-8-fluoro-2-(((2R,7aS)-2-fluorotetrahydro-1H-pyrrolizin-7a(5H)-yl)methoxy)-4-(1,5-oxazocan-5-yl)quinazolin-7-yl)-7-fluorobenzo[b]thiophene-3-carbonitrile NC1=C(C2=C(S1)C(=CC=C2C2=C(C=C1C(=NC(=NC1=C2F)OC[C@]21CCCN1C[C@@H](C2)F)N2CCCOCCC2)Cl)F)C#N